N\C(=C(/C(=O)OCC)\C#N)\C1=CC=CC=C1 (2Z)-ethyl 3-amino-2-cyano-3-phenylacrylate